NCC(OCC#N)C1=CC(=CC=C1)Cl 2-[2-amino-1-(3-chlorophenyl)ethoxy]acetonitrile